N-(1-(3-chlorophenyl)-2-hydroxyethyl)-1H-pyrrole-2-carboxamide ClC=1C=C(C=CC1)C(CO)NC(=O)C=1NC=CC1